3,8-dibromo-1,7-naphthyridine BrC=1C=NC2=C(N=CC=C2C1)Br